C1(CC1)C1=CC(=C(C=C1)NC1=CC(=NC=C1C(=O)NOC)NC1=NC=C(C=C1)C#N)N(S(=O)(=O)C)C 4-((4-Cyclopropyl-2-(N-methylmethanesulfonamido)phenyl)amino)-6-((5-cyanopyridin-2-yl)amino)-N-methoxyNicotinamide